1-(Methoxycarbonyl)-4-(trifluorovinyl)benzene COC(=O)C1=CC=C(C=C1)C(=C(F)F)F